5-chloro-4-cyclopropylpicolinic acid ClC=1C(=CC(=NC1)C(=O)O)C1CC1